ethylenebisdecanoamide C(CCCCCCCCCCC(=O)N)CCCCCCCCCC(=O)N